1,3-Dichloro-9,9-dimethylacridin-2-on ClC=1C(C(=CC2=NC3=CC=CC=C3C(C12)(C)C)Cl)=O